C(C)(C)(C)[Si](C1=CC=CC=C1)(C1=CC=CC=C1)OCC1CC2=C(C(=NC=C2)Cl)C1 tert-butyl-[(1-chloro-6,7-dihydro-5H-cyclopenta[c]pyridin-6-yl)methoxy]-diphenylsilane